FC(C1=CC=C(C=C1)N1N=CC(=C1)C=1C=C2C(=CNC2=CC1)NC(=O)C(=O)O)(F)F [(5-[1-[4-(trifluoromethyl)phenyl]pyrazol-4-yl]-1H-indol-3-yl)carbamoyl]formic acid